2-[4-(3-Chloro-2-fluoro-anilino)-7-methoxy-quinazolin-6-yl]-7-prop-2-enoyl-2,7-diazaspiro[4.4]nonan-3-one ClC=1C(=C(NC2=NC=NC3=CC(=C(C=C23)N2CC3(CC2=O)CN(CC3)C(C=C)=O)OC)C=CC1)F